2,4-dioxopiperidine-1-carboxylate O=C1N(CCC(C1)=O)C(=O)[O-]